2-allyl-4-methylthiophenol C(C=C)C1=C(C=CC(=C1)C)S